1-(tert-butyl)-2-oxo-1,2-dihydro-3H-pyrrole C(C)(C)(C)N1C(CC=C1)=O